tert-butyl (3-((3'-(4-(5,6,7,8-tetrahydrocyclopenta[4,5]pyrrolo[2,3-d]pyrimidin-4-yl)-1,2,3,6-tetrahydropyridine-1-carboxamido)-[1,1'-biphenyl]-3-yl)oxy)propyl)carbamate N1=CN=C(C2=C1NC1=C2CCC1)C=1CCN(CC1)C(=O)NC=1C=C(C=CC1)C1=CC(=CC=C1)OCCCNC(OC(C)(C)C)=O